(2S,4S)-N-[6-chloro-4-(2,6-difluorophenyl)-1,2-benzoxazol-3-yl]-4-[(ethanesulfonyl)amino]-2-(hydroxymethyl)pyrrolidine-1-carboxamide ClC1=CC2=C(C(=NO2)NC(=O)N2[C@@H](C[C@@H](C2)NS(=O)(=O)CC)CO)C(=C1)C1=C(C=CC=C1F)F